OC1=C(C=C(C=C1)OC)N1N=C2C(=N1)C=CC(=C2)C(=O)O 2-(2-hydroxy-5-methoxyphenyl)-2H-benzotriazole-5-carboxylic acid